ClC1=C(N=C(NC1=O)C1=CC(=NC=C1)F)N1C(C=2N(C(C1)C)C(=NN2)C(F)(F)F)C 5-chloro-4-[5,8-dimethyl-3-(trifluoromethyl)-6,8-dihydro-5H-[1,2,4]triazolo[4,3-a]pyrazin-7-yl]-2-(2-fluoro-4-pyridinyl)-1H-pyrimidin-6-one